5-(1-methylcyclopentyloxymethyloxycarbonyl)-bicyclo[2.2.1]Hept-2-ene CC1(CCCC1)OCOC(=O)C1C2C=CC(C1)C2